ClC=1C(=C(C(=C(C1)C(C)N1N=C(C=2C1=NC=NC2N)C)OCC)C2CN(C2)C(=O)C=2C=NN(C2)C)C 1-[1-(5-chloro-2-ethoxy-4-methyl-3-{1-[(1-methyl-1H-pyrazol-4-yl)carbonyl]azetidin-3-yl}phenyl)ethyl]-3-methyl-1H-pyrazolo[3,4-d]pyrimidin-4-amine